tert-Butyl 3-(4-aminobutyl)azetidine-1-carboxylate NCCCCC1CN(C1)C(=O)OC(C)(C)C